NC1=CC=C(C=C1)S(=O)(=O)N1CCC(CC1)CN1CCC2(CNC2)CC1 7-((1-((4-aminophenyl)sulfonyl)piperidin-4-yl)methyl)-2,7-diazaspiro[3.5]nonane